FC=1C=C(C=C(C1)C(F)(F)F)NC(=O)C1=CSC=2CN(CCC21)C(=O)C2=CN=C1N2C=CC=C1 N-(3-fluoro-5-(trifluoromethyl)phenyl)-6-(imidazo[1,2-a]pyridine-3-carbonyl)-4,5,6,7-tetrahydrothieno[2,3-c]pyridine-3-carboxamide